(2,3,4-trichlorophenyl)porphyrin ClC1=C(C=CC(=C1Cl)Cl)C1=C2NC(=C1)C=C1C=CC(=N1)C=C1C=CC(N1)=CC=1C=CC(N1)=C2